NC1=NC(=CC(=N1)N1CCC2(C[C@H](NC2)C(=O)OC)CC1)O[C@@H](C(F)(F)F)C1=C(C=C(C=C1)C1=CC(=C(C=C1)C)C)N1N=C(C=C1)C (S)-methyl 8-(2-amino-6-((R)-1-(3',4'-dimethyl-3-(3-methyl-1H-pyrazol-1-yl)-[1,1'-biphenyl]-4-yl)-2,2,2-trifluoroethoxy)pyrimidin-4-yl)-2,8-diazaspiro[4.5]decane-3-carboxylate